N1-cyclohexyl-2-methyl-1,2-propanediamine C1(CCCCC1)NCC(C)(N)C